di-sec-butyl-4,4'-methylenebis(cyclohexylamine) C(C)(CC)C(C1CCC(CC1)N)(C1CCC(CC1)N)C(C)CC